C1(=CC=CC=C1)C1CC2(OCCO2)CC(P1C1=C(C=CC=C1C1=C(C=CC=C1OC(C)C)OC(C)C)C1=C(C=CC=C1OC(C)C)OC(C)C)C1=CC=CC=C1 1,4-dioxa-7,9-diphenyl-8-[2,6-bis(2,6-diisopropoxyphenyl)phenyl]-8-phosphaspiro[4.5]decane